N-((2-chlorothiazol-5-yl)methyl)-4-(5-(3,4,5-trifluorophenyl)-5-(trifluoromethyl)-4,5-dihydroisoxazol-3-yl)-2-methyl-N-butylbenzamide ClC=1SC(=CN1)CN(C(C1=C(C=C(C=C1)C1=NOC(C1)(C(F)(F)F)C1=CC(=C(C(=C1)F)F)F)C)=O)CCCC